C(C1CO1)C1=CC=C(C2CO2)C=C1 4-glycidyl-styrene oxide